2-methyl-3-hexadecyl-imidazole hydrogen sulfate S(=O)(=O)(O)O.CC1=NC=CN1CCCCCCCCCCCCCCCC